Alpha-methyl-3,4-(methylenedioxy)hydrocinnamaldehyde CC(C=O)CC1=CC2=C(C=C1)OCO2